C(=C)S(=O)(=O)N1CCC2(C(CCC2=O)=O)CC1 8-(vinylsulfonyl)-1,4-dioxo-8-azaspiro[4.5]decane